tetrahydro-6H-benzo[c]chromene-2-carboxamide C1C=2C3=C(COC2CCC1C(=O)N)C=CC=C3